NC1=NC=NN2C1=CC=C2C2=NC=1CCN(C(C1C=C2)=O)C2CN(CC2F)C([C@@](C(F)(F)F)(C)O)=O (4-Aminopyrrolo[2,1-f][1,2,4]triazin-7-yl)-6-(4-fluoro-1-((R)-3,3,3-trifluoro-2-hydroxy-2-methylpropanoyl)pyrrolidin-3-yl)-7,8-dihydro-1,6-naphthyridin-5(6H)-one